(Bis[3-(triethoxysilyl)propyl])tetrasulfide C(C)O[Si](CCCSSSSCCC[Si](OCC)(OCC)OCC)(OCC)OCC